tungsten sulfur selenide S=[Se].[W]